6-chloro-5-methoxy-2-methyl-pyridazin-3(2H)-one ClC=1C(=CC(N(N1)C)=O)OC